4-methyl-9,10-bis(2-n-hexadecenyl-2-carboxyethyl)carbonyloxyanthracene CC1=CC=CC2=C(C3=CC=CC=C3C(=C12)OC(=O)CC(C=CCCCCCCCCCCCCCC)C(=O)O)OC(=O)CC(C(=O)O)C=CCCCCCCCCCCCCCC